N-(3-(diethylamino)propyl)-2-(4-morpholinylphenyl)benzo[d]imidazo[2,1-b]thiazole-7-carboxamide C(C)N(CCCNC(=O)C1=CC2=C(N3C(S2)=NC(=C3)C3=CC=C(C=C3)N3CCOCC3)C=C1)CC